CN1C(C2=C(C(=C1)C=1C=C3C=CC(=NC3=CC1)C1=CC=C(C=C1)OCCN1CCN(CC1)C)C=CN2S(=O)(=O)C2=CC=C(C)C=C2)=O 6-methyl-4-[2-(4-(2-(4-methylpiperazin-1-yl)ethoxy)phenyl)quinolin-6-yl]-1-tosyl-1H-pyrrolo[2,3-c]pyridin-7(6H)-one